3-(5-(1-(3-(4-chlorophenyl)propyl)-1H-1,2,3-triazol-4-yl)-3-hydroxypicolinamido)-2,2-dimethylpropionic acid ClC1=CC=C(C=C1)CCCN1N=NC(=C1)C=1C=C(C(=NC1)C(=O)NCC(C(=O)O)(C)C)O